(Z)-5-(5-((1H-indol-3-yl)methylene)-4-oxo-2-thioxothiazolidin-3-yl)pentane-1-sulfonic acid N1C=C(C2=CC=CC=C12)\C=C/1\C(N(C(S1)=S)CCCCCS(=O)(=O)O)=O